N-[5-[2-methyl-4-[[(2S)-1-methylazetidin-2-yl]methoxy]pyrazol-3-yl]pyrazolo[1,5-a]pyridin-2-yl]cyclopropanecarboxamide CN1N=CC(=C1C1=CC=2N(C=C1)N=C(C2)NC(=O)C2CC2)OC[C@H]2N(CC2)C